1-((2-fluorophenyl)carbamoyl)-3-methoxycarbonyl-β-carboline FC1=C(C=CC=C1)NC(=O)C1=NC(=CC=2C3=CC=CC=C3NC12)C(=O)OC